ClC=1N=CC(=NC1)NC(C(CCC)C=1C=NC=C(C1)Br)=O 2-(5-Bromo-pyridin-3-yl)-pentanoic acid (5-chloro-pyrazin-2-yl)-amide